N[C@H](CCC)C=C |r| (RS)-4-Aminohex-5-en